(3-(((4-(2-((6-(6-aminopyridazin-4-yl)-1H-indazol-4-yl)oxy)ethoxy)butyl)amino)methyl)-5-(trifluoromethoxy)phenyl)methanol NC1=CC(=CN=N1)C1=CC(=C2C=NNC2=C1)OCCOCCCCNCC=1C=C(C=C(C1)OC(F)(F)F)CO